N-methoxy-2-(2-methoxyethoxy)-N-methylacetamide CON(C(COCCOC)=O)C